(S)-N5-isobutyl-N3-methyl-1-(1-phenylethyl)-1H-pyrazole-3,5-dicarboxamide C(C(C)C)NC(=O)C1=CC(=NN1[C@@H](C)C1=CC=CC=C1)C(=O)NC